NC1=NN(C=2CN(CCC21)S(=O)(=O)N(C)C)C(=O)C2CCNC1=C(C=CC=C21)C 3-amino-N,N-dimethyl-1-(8-methyl-1,2,3,4-tetrahydro-quinoline-4-carbonyl)-4,5-dihydro-1H-pyrazolo[3,4-c]pyridine-6(7H)-sulfonamide